C1N(CC2=CC=CC=C12)C(CS(=O)(=O)C=1SC(=CN1)C)=O 1-(1,3-dihydro-2H-isoindol-2-yl)-2-[(5-methyl-1,3-thiazol-2-yl)sulfonyl]ethanone